O[C@@H](CC(=O)OC)CCCCC(=O)OC(C)(C)C 8-(tert-butyl) 1-methyl (R)-3-hydroxyoctanedioate